tert-butyl (R)-2-(4-(methoxycarbonyl)phenyl)-4-((2-nitrophenyl)sulfonyl)piperazine-1-carboxylate COC(=O)C1=CC=C(C=C1)[C@H]1N(CCN(C1)S(=O)(=O)C1=C(C=CC=C1)[N+](=O)[O-])C(=O)OC(C)(C)C